C1(=CC=CC=C1)C1(C(N(N=N1)C1=CC=CC=C1)(C1=CC=CC=C1)C=1N=NNC1)C1=CC=CC=C1 diphenyl-triazolyl-diphenyl-triazoline